(±)-(3aR,12bR)-9-chloro-3-methyl-2,3,3a,4,5,12b-hexahydropyrrolo[3',2':3,4]pyrido[2,1-b]quinazolin-7(1H)-one ClC=1C=C2C(N3C(=NC2=CC1)[C@H]1[C@@H](CC3)N(CC1)C)=O |r|